(Z)-5-((1H-pyrrolo[3,2-b]pyridin-3-yl)methylene)-3-ethyl-2-thioxoimidazolidin-4-one N1C=C(C2=NC=CC=C21)\C=C/2\C(N(C(N2)=S)CC)=O